ClC1=C(N=C2N=C(NC2=C1)OC1CCC1)C1=CC=C(C=C1)C1CCN(CC1)CCOCCOCCOCCN 11-{4-[p-(6-chloro-2-cyclobutoxy-1H-1,3,4-triazainden-5-yl)phenyl]-1-piperidyl}-3,6,9-trioxa-1-undecanamine